6-methyl-ethyl-aniline CC1=CC=CC=C1NCC